2-(4-(benzyloxy)-1H-indol-3-yl)ethane-1-ol C(C1=CC=CC=C1)OC1=C2C(=CNC2=CC=C1)CCO